2-[(2S)-2-aminopropyl]-5-chloro-3-methyl-N7-[(thiophen-2-yl)methyl]thieno[3,2-b]pyridine-2,7-diamine hydrochloride Cl.N[C@H](CC1(C(C2=NC(=CC(=C2S1)NCC=1SC=CC1)Cl)C)N)C